CC(=O)C1=CC=CC2=CC=CC=C12 methylnaphthalenyl ketone